N-methyl-N-(piperidin-4-yl)-2-[1-(pyridin-2-yl)-1H-pyrazol-4-yl]-1,3-oxazole-4-carboxamide CN(C(=O)C=1N=C(OC1)C=1C=NN(C1)C1=NC=CC=C1)C1CCNCC1